C(C)(C)(C)OC(=O)C1=CC=C(C=C1)[C@@H]1CNCC[C@H]1CC1=C2C=CN(C2=C(C=C1C)Cl)C(=O)OC(C)(C)C tert-butyl 4-(((3R,4R)-3-(4-(tert-butoxycarbonyl) phenyl)piperidin-4-yl)methyl)-7-chloro-5-methyl-1H-indole-1-carboxylate